Cl.N[C@@H](CCC(=O)NC)CO[Si](C1=CC=CC=C1)(C1=CC=CC=C1)C(C)(C)C (S)-4-amino-5-((tert-butyldiphenylsilyl)oxy)-N-methylpentanamide hydrochloride